6-(7,8-dihydro-5H-1,6-naphthyridin-6-yl)-5-methyl-N-(quinoxalin-6-ylmethyl)pyridine-3-carboxamide N1=CC=CC=2CN(CCC12)C1=C(C=C(C=N1)C(=O)NCC=1C=C2N=CC=NC2=CC1)C